BrC1=CSC2=C1N=C(N=C2N2C(COCC2)C)Cl 7-Bromo-2-chlorothieno[3,2-d]pyrimidin-4-yl-3-methylmorpholine